2-(4-(difluoromethoxy)-3-(2-(((R)-phenyl((R)-1,2,3,4-tetrahydropyrido[2,3-b]pyrazin-3-yl)methyl)amino)ethyl)phenyl)acetic acid FC(OC1=C(C=C(C=C1)CC(=O)O)CCN[C@@H]([C@H]1CNC2=C(N1)N=CC=C2)C2=CC=CC=C2)F